N-[6-(2-chloro-5-fluorophenyl)-6-hydroxy-2,8-dioxo-1-(trideuteriomethyl)-3-(2,2,2-trifluoroethyl)-7,8-dihydro-6H-imidazo[5,4-e]isoindol-5-yl]-5-(difluoromethyl)-3-fluorobenzamide ClC1=C(C=C(C=C1)F)C1(NC(C2=C3C(=CC(=C12)NC(C1=CC(=CC(=C1)C(F)F)F)=O)N(C(N3C([2H])([2H])[2H])=O)CC(F)(F)F)=O)O